CC1COCC2=CC3=C(C=C12)C(C(C3(C)C)C)(C)C 4,6,6,7,8,8-hexamethyl-1,3,4,6,7,8-hexahydrocyclopenta[g]-isochromene